OC=1C=C(OC2=CC=C(C=C2)C=CC(=O)C2=CC=CC=C2)C=C(C1)O 3-[4-(3,5-Dihydroxyphenoxy)phenyl]-1-phenylprop-2-en-1-one